C(C)(C)[C@@H]1CC=2C=C(C(=NC2C=2N1C=C(C(C2)=O)C#N)OC)OCCCOC (S)-6-isopropyl-2-methoxy-3-(3-methoxypropoxy)-10-oxo-5,10-dihydro-6H-pyrido[1,2-H][1,7]Naphthyridine-9-carbonitrile